C(C)C(C(C)C)(C(CCCC)CC)O 3,4-Diethyl-2-methyl-octan-3-ol